CN1N=CC(=C1)C=1N=C(C=2N(C1)N=CC2)C=2CCCN(C2)C(=O)OCC2=CC=CC=C2 Benzyl 5-[6-(1-methylpyrazol-4-yl)pyrazolo[1,5-a]pyrazin-4-yl]-3,4-dihydro-2H-pyridine-1-carboxylate